C(C)(C)(C)OC(=O)N1C2CN(C(C1)CC2)C=2C(=CC=1N=CN=C(C1N2)NC2=C(C(=C(C=C2)OC(F)F)Cl)F)F tert-butyl-5-[4-[3-chloro-4-(difluoromethoxy)-2-fluoro-anilino]-7-fluoro-pyrido[3,2-d]pyrimidin-6-yl]-2,5-diazabicyclo[2.2.2]octane-2-carboxylate